ClC=1C=2C(N=C3N(C2C=CC1)C1=CC(=CC=C1C3(C)C)C3CCN(CC3)CCCC=O)=O 4-(4-(4-chloro-7,7-dimethyl-5-oxo-5,7-dihydroindolo[1,2-a]quinazolin-10-yl)piperidin-1-yl)butanal